C(CCCCCCCCCCCCCCCCCCCCC)OC(C=C)=O Docosylacrylat